6-(2,3-Dimethoxyphenyl)-N-[(2-oxo-1H-pyridin-3-yl)sulfonyl]-2-[(4S)-2,2,4-trimethylpyrrolidin-1-yl]pyridin-3-carboxamid COC1=C(C=CC=C1OC)C1=CC=C(C(=N1)N1C(C[C@@H](C1)C)(C)C)C(=O)NS(=O)(=O)C=1C(NC=CC1)=O